C(C=C)(=O)OC1=C(C(=C(C(=C1)C(C)(C)C)O)C(C)(C)C)CCCCCCCC octyl-(3,5-di-T-butyl-4-hydroxyphenyl) acrylate